4-isopropenyl-2-(morpholin-4-yl)-8-[2-(tetrahydropyran-2-yl)-2H-pyrazol-3-yl]-[1,7]naphthyridine C(=C)(C)C1=CC(=NC2=C(N=CC=C12)C=1N(N=CC1)C1OCCCC1)N1CCOCC1